5-Cyano-2,4-difluorobenzoic acid C(#N)C=1C(=CC(=C(C(=O)O)C1)F)F